(R)-1-phenylethyl (4-bromo-1-methyl-1H-1,2,3-triazol-5-yl)carbamate BrC=1N=NN(C1NC(O[C@H](C)C1=CC=CC=C1)=O)C